2,6-dibenzyloxy-3-(5,6-difluoro-3-pyridyl)pyridine C(C1=CC=CC=C1)OC1=NC(=CC=C1C=1C=NC(=C(C1)F)F)OCC1=CC=CC=C1